12-((4-(((R)-1-(3-bromophenyl)ethyl)amino)-6-methoxy-2-methylquinazolin-7-yl)oxy)-N-((5-(2,6-dioxopiperidin-3-yl)-4-oxo-5,6-dihydro-4H-thieno[3,4-c]pyrrol-1-yl)-methyl)dodecanamide BrC=1C=C(C=CC1)[C@@H](C)NC1=NC(=NC2=CC(=C(C=C12)OC)OCCCCCCCCCCCC(=O)NCC=1SC=C2C1CN(C2=O)C2C(NC(CC2)=O)=O)C